3-[[2-(5-chloro-2-methoxy-phenyl)acetyl]amino]benzoic acid ClC=1C=CC(=C(C1)CC(=O)NC=1C=C(C(=O)O)C=CC1)OC